4'-[(4-{3-(cyanomethyl)-3-[4-(7H-pyrrolo[2,3-d]pyrimidin-4-yl)-1H-pyrazol-1-yl]azetidin-1-yl}piperidin-1-yl)carbonyl]-2',3-difluorobiphenyl-4-carbonitrile C(#N)CC1(CN(C1)C1CCN(CC1)C(=O)C1=CC(=C(C=C1)C1=CC(=C(C=C1)C#N)F)F)N1N=CC(=C1)C=1C2=C(N=CN1)NC=C2